[Cl-].CN methylamine chloride salt